1-(2,6-dichlorophenyl)-4-((6-(3,3,4,4-tetrafluoropyrrolidine-1-carbonyl)pyridin-3-yl)amino)-1H-pyrazole-3-carboxamide ClC1=C(C(=CC=C1)Cl)N1N=C(C(=C1)NC=1C=NC(=CC1)C(=O)N1CC(C(C1)(F)F)(F)F)C(=O)N